NC1(CC1)COC=1C=C(C=C2C(=NNC(C12)=O)CN)C=1C=NN(C1C1=C(C#N)C(=CC(=C1F)Cl)OC1CC1)C 2-(4-(8-((1-Aminocyclopropyl)methoxy)-4-(aminomethyl)-1-oxo-1,2-dihydro-phthalazin-6-yl)-1-methyl-1H-pyrazol-5-yl)-4-chloro-6-cyclopropyloxy-3-fluorobenzonitrile